CC(CCN1C(N=C2C=CC(=CC2=C1)C)=O)=C 3-(3-methylbutan-3-en-1-yl)-6-methylquinazolinone